6-amino-2,4-difluoro-3-methoxybenzaldehyde NC1=CC(=C(C(=C1C=O)F)OC)F